C(#N)CC(=O)N[C@H](C(=O)N1[C@@H](C[C@H](C1)O)C(=O)[O-])C(C)(C)C (2S,4R)-1-((S)-2-(2-cyanoacetamido)-3,3-dimethylbutyryl)-4-hydroxypyrrolidine-2-carboxylate